BrC1=CC=C(C(=N1)C)NC(C1=C(C=CC(=C1)C(F)(F)F)NC1=C(C=C(C=C1)F)C)=O N-(6-bromo-2-methylpyridin-3-yl)-2-((4-fluoro-2-methylphenyl)amino)-5-(trifluoromethyl)benzamide